1-(6-methylpyridin-2-yl)-2-(quinolin-4-yl)ethan-1-one CC1=CC=CC(=N1)C(CC1=CC=NC2=CC=CC=C12)=O